1-Pentyl-3-Methylpyridinium fluorid [F-].C(CCCC)[N+]1=CC(=CC=C1)C